CC1=CC=C(C=C1)OO[SH4]N1C=C(C=2C1=NC=C(C2)C2=CC=C(C=C2)N2CCN(CC2)C)C2=CC=NC=C2 1-[(4-methylphenyl)dioxy-λ6-sulfanyl]-5-[4-(4-methylpiperazin-1-yl)phenyl]-3-(pyridin-4-yl)pyrrolo[2,3-b]pyridine